3,3,3-trifluoro-N-(2-fluoro-4-(2-(((3S,5R)-5-(fluoromethyl)-5-methylpiperidin-3-yl)amino)-8-iso-propylpyrido[3,2-d]pyrimidin-6-yl)phenyl)propane-1-sulfonamide FC(CCS(=O)(=O)NC1=C(C=C(C=C1)C=1C=C(C=2N=C(N=CC2N1)N[C@@H]1CNC[C@](C1)(C)CF)C(C)C)F)(F)F